(2-Chlorophenyl)-1-ethanol ClC1=C(C=CC=C1)C(C)O